2-(4-chlorophenyl)-2,2-difluoro-acetic acid ClC1=CC=C(C=C1)C(C(=O)O)(F)F